N-cyclopropyl-2-(difluoromethoxy)-6-methoxy-4-[7-[1-(1-piperidinyl)ethyl]imidazo[1,2-a]pyridin-3-yl]benzamide C1(CC1)NC(C1=C(C=C(C=C1OC)C1=CN=C2N1C=CC(=C2)C(C)N2CCCCC2)OC(F)F)=O